C(C)C(CSCCCCCCCCCCCO)CCCC 11-((2-ethylhexyl)thio)undecan-1-ol